N-(4-(8-amino-3-(6-(hydroxymethyl)tetrahydro-2H-pyran-3-yl)imidazo[1,5-a]pyrazin-1-yl)benzyl)picolinamide NC=1C=2N(C=CN1)C(=NC2C2=CC=C(CNC(C1=NC=CC=C1)=O)C=C2)C2COC(CC2)CO